ClC1=C2C=C(N(C2=CC=C1OC)C)C(=O)N[C@H](CO)C1=C(C=C(C(=O)O)C=C1)F 4-[(1S)-1-[[(4-chloro-5-methoxy-1-methyl-1H-indol-2-yl)carbonyl]amino]-2-hydroxyethyl]-3-fluoro-benzoic acid